C1(=C2N(C=N1)CCC2)[C@H](C(=O)OCC)N2C(C1=CC(=CC(=C1C2)F)C2=CC=C(C=C2)C21CC(C2)(C1)CN1CCC(CC1)O)=O |r| ethyl (2RS)-2-(6,7-dihydro-5H-pyrrolo[1,2-c]imidazol-1-yl)-2-[4-fluoro-6-[4-[3-[(4-hydroxy-1-piperidyl)methyl]-1-bicyclo[1.1.1]pentanyl]phenyl]-1-oxo-isoindolin-2-yl]acetate